1,3-bis(methylthio)propan-1-ol CSC(CCSC)O